4-(2',4'-dimethoxy-5''-methyl-6'-pentyl-1'',2'',3'',4''-tetrahydro-[1,1':3',1''-terphenyl]-3-yl)morpholine COC1=C(C(=CC(=C1C1CCCC(=C1)C)OC)CCCCC)C1=CC(=CC=C1)N1CCOCC1